(1,3-bis(2,4,6-trimethylphenyl)-2-imidazolidinylidene) dichloride CC1=C(C(=CC(=C1)C)C)N1C(N(CC1)C1=C(C=C(C=C1C)C)C)(Cl)Cl